C(C)(C)(C)C1C(N=C2N1C(N(C1=C2N=CC(=C1)N1CCOCC1)CC1=CC=C(C=C1)Cl)=O)=O 3-tert-butyl-6-(4-chlorobenzyl)-8-(morpholin-4-yl)imidazo[1,2-c]pyrido[2,3-e]pyrimidine-2,5(3H,6H)-dione